C1(CCCC1)NC1CCC2=C(CC1)C=C(C=C2)C=2C=C1C(=NC2)NN=C1C1=CC2=C(C(NCCO2)=O)C=C1 8-{5-[7-(Cyclopentylamino)-6,7,8,9-tetrahydro-5H-benzo[7]annulen-2-yl]-1H-pyrazolo[3,4-b]pyridin-3-yl}-2,3,4,5-tetrahydro-1,4-benzoxazepin-5-one